2-(benzo[D][1,3]dioxol-5-yl)-5-((3-fluorobenzyl)thio)-1,3,4-oxadiazole O1COC2=C1C=CC(=C2)C=2OC(=NN2)SCC2=CC(=CC=C2)F